IC=1C=NN(C1)C(CCCOC)C1=CC=CC=C1 4-iodo-1-(4-methoxy-1-phenylbutyl)-1H-pyrazole